4-(7-Chloro-1H-pyrrolo[3,2-c]pyridin-4-yl)-N-[trans-4-(2-hydroxypropan-2-yl)cyclohexyl]benzamide ClC=1C2=C(C(=NC1)C1=CC=C(C(=O)N[C@@H]3CC[C@H](CC3)C(C)(C)O)C=C1)C=CN2